S1C=NC2=C1C=CC(=C2)NC2=CC=NC1=CC(=CC=C21)C2=C(C=C(C=C2)C(=O)N2CC1(C2)CNC1)F (4-(4-(benzo[d]thiazol-5-ylamino)quinolin-7-yl)-3-fluorophenyl)(2,6-diazaspiro[3.3]heptan-2-yl)methanone